NC1=C(C=C(C=N1)C=1C=C2N(N1)CC[C@]21CN(CC1)C(=O)NC1CCC1)C(F)(F)F |r| (rac)-2'-[6-amino-5-(trifluoromethyl)pyridin-3-yl]-N-cyclobutyl-5',6'-dihydrospiro[pyrrolidine-3,4'-pyrrolo[1,2-b]pyrazole]-1-carboxamide